(1,3-dioxoisoindolin-2-yl)ethane-1-sulfonyl chloride O=C1N(C(C2=CC=CC=C12)=O)CCS(=O)(=O)Cl